C(C)(C)NC1=CC=C(C=2C(C3=CC=CC=C3C(C12)=O)=O)NC(C)C 1,4-bis(isopropylamino)anthracene-9,10-dione